aminotitanium oxide [O-2].N[Ti+3].[O-2].[O-2].N[Ti+3]